N2,N6-dicyclobutyl-1,3,5,7-tetraoxo-1,2,3,5,6,7-hexahydro-s-indacene-2,6-dicarboxamide C1(CCC1)NC(=O)C1C(C2=CC=3C(C(C(C3C=C2C1=O)=O)C(=O)NC1CCC1)=O)=O